Imidazo[4,5-b]Pyridine-5-carboxylic acid methyl ester COC(=O)C1=CC=C2C(N1)=NC=N2